N-(4-((3-(4-methoxyphenyl)imidazo[1,2-a]pyrazin-8-yl)amino)-2-methylphenyl)acetamide COC1=CC=C(C=C1)C1=CN=C2N1C=CN=C2NC2=CC(=C(C=C2)NC(C)=O)C